C(#N)C=1C=C(C=C(C1)F)[C@H](C)N1C(C(=C(C2=CC(=C(C=C12)C(F)(F)F)OC)N1CCN[C@H](CC1)C)C(=O)N)=O ((S)-1-(3-cyano-5-fluorophenyl)ethyl)-6-methoxy-4-((S)-5-methyl-1,4-diazepan-1-yl)-2-oxo-7-(trifluoromethyl)-1,2-dihydroquinoline-3-carboxamide